3-(2,4-dichlorophenyl)-6-{4-[4-(propan-2-yl)piperazin-1-yl]phenyl}-1,2-dihydroquinolin-2-one ClC1=C(C=CC(=C1)Cl)C=1C(NC2=CC=C(C=C2C1)C1=CC=C(C=C1)N1CCN(CC1)C(C)C)=O